tert-butyl (4aR,8aR)-3,4,4a,5,6,7,8,8a-octahydro-2H-1,5-naphthyridine-1-carboxylate N1(CCC[C@H]2NCCC[C@@H]12)C(=O)OC(C)(C)C